OC(C)(C)C=1C=C(C=CC1)C1=CC=C(C=C1)C(C)(C)O 3,4'-bis(α-hydroxyisopropyl)biphenyl